(3-(5-(4-methoxyphenyl)isoxazol-3-yl)phenyl)acetamide COC1=CC=C(C=C1)C1=CC(=NO1)C=1C=C(C=CC1)CC(=O)N